OC(COC([C@@H](N)C)=O)(C)C L-alanine 2-hydroxy-2-methylpropyl ester